C1(CC1)S(=O)(=O)N1N=CC(=C1)C1=NC=CC(=N1)NC1=NC=C(C(=C1)N[C@H](C)CCF)C1=NN(C=C1)C(F)F (R)-N2-(2-(1-(Cyclopropylsulfonyl)-1H-pyrazol-4-yl)pyrimidin-4-yl)-5-(1-(difluoromethyl)-1H-pyrazol-3-yl)-N4-(4-fluorobutan-2-yl)pyridine-2,4-diamine